(R)-N-(3-(3,5-dimethylisoxazol-4-yl)-4-(piperidin-2-ylmethoxy)phenyl)-2,5-dimethyloxazole-4-carboxamide CC1=NOC(=C1C=1C=C(C=CC1OC[C@@H]1NCCCC1)NC(=O)C=1N=C(OC1C)C)C